FC=1C=C(C=C2CN(CC(C2=O)=CC2=CC(=CC=C2)F)C)C=CC1 3,5-Bis(3-fluorobenzylidene)-1-methylpiperidin-4-one